ClC1=C(C=C(C(=C1)Cl)Cl)Cl 1,2,4,5-Tetrachlorobenzene